2-cis-cyclohexane C1CCCCC1